NC1=NC2=NC=C(N=C2C(=N1)N)CN(C1=CC=C(C(=O)N[C@@H](CCC(NCCOCC#CC2=C3C(N(C(C3=CC=C2)=O)C2C(NC(CC2)=O)=O)=O)=O)C(=O)O)C=C1)C N2-(4-(((2,4-diaminopteridin-6-yl)methyl)(methyl)amino)benzoyl)-N5-(2-((3-(2-(2,6-dioxopiperidin-3-yl)-1,3-dioxoisoindolin-4-yl)prop-2-yn-1-yl)oxy)ethyl)-L-glutamine